C(C1=CC=CC=C1)N1CC(CC(C1)OC1=CC=C(C=C1)[N+](=O)[O-])C=1C=NN(C1)C1=CC=C(C=C1)OC 1-benzyl-3-(1-(4-methoxyphenyl)-1H-pyrazol-4-yl)-5-(4-nitrophenoxy)piperidine